(ethylsulfanyl)-6-hydroxy-5-methoxy-3H-pyrimidin-4-one C(C)SC1=NC(=C(C(N1)=O)OC)O